2-(2,4-difluorophenyl)-5-piperazin-1-yl-3-(4-pyridinyl)imidazo[4,5-b]pyridine FC1=C(C=CC(=C1)F)C1=NC=2C(=NC(=CC2)N2CCNCC2)N1C1=CC=NC=C1